(±)-trans-4-(thiophen-2-yl)-3-{[3-(pyridin-3-yl)phenyl]carbamoyl}pyrrolidine-1-carboxylic acid tert-butyl ester C(C)(C)(C)OC(=O)N1C[C@H]([C@@H](C1)C=1SC=CC1)C(NC1=CC(=CC=C1)C=1C=NC=CC1)=O |r|